4-(2-(((R)-((S)-7-(2-oxo-2,3-dihydro-1H-benzo[d]imidazol-4-yl)-2,3-dihydro-1H-pyrido[2,3-b][1,4]oxazin-3-yl)(phenyl)methyl)amino)ethyl)benzonitrile O=C1NC2=C(N1)C=CC=C2C2=CC1=C(O[C@@H](CN1)[C@@H](C1=CC=CC=C1)NCCC1=CC=C(C#N)C=C1)N=C2